CC(CCCCCCN1[C@@H](C[C@H](C1)O)C(=O)OCCCCCCC(C(OCCCC(CCCCC)CCCCC)=O)(C)C)(C(OCCCC(CCCCC)CCCCC)=O)C [7,7-dimethyl-8-oxo-8-(4-pentylnonoxy)octyl] (2S,4R)-1-[7,7-dimethyl-8-oxo-8-(4-pentylnonoxy)octyl]-4-hydroxy-pyrrolidine-2-carboxylate